FC(COC=1C(=NC=CC1)OC=1C=CC=2N(C1)C(=C(N2)C(=O)O)C(F)(F)F)(F)F 6-((3-(2,2,2-Trifluoroethoxy)pyridin-2-yl)oxy)-3-(trifluoromethyl)imidazo[1,2-a]pyridine-2-carboxylic acid